ClCC(=O)NCC(CNC1=NC2=CC(=C(C=C2C(=N1)NC1CCN(CC1)C1CCCCC1)OC)OC)(F)F chloro-N-(3-((4-((1-cyclohexylpiperidin-4-yl)amino)-6,7-dimethoxyquinazolin-2-yl)amino)-2,2-difluoropropyl)acetamide